4-(((1S,4S,5S)-2-azabicyclo[2.2.1]heptan-5-yloxy)methyl)-5-cyclopropyl-3-(2,6-dichlorophenyl)isoxazole hydroiodide salt I.[C@@H]12NC[C@@H]([C@H](C1)OCC=1C(=NOC1C1CC1)C1=C(C=CC=C1Cl)Cl)C2